CC1(OB(OC1(C)C)C1=CC=C(OCCN2CCS(CC2)(=O)=O)C=C1)C 4-(2-(4-(4,4,5,5-tetramethyl-1,3,2-dioxaborolan-2-yl)phenoxy)ethyl)thiomorpholine 1,1-dioxide